NC1=CN(N=N1)N1N=NC(=C1)N 5,5'-diamino-3,3'-bitriazole